(+)-N-{4-[3-(4-fluorophenoxy)phenoxy]-2-cyclopenten-1-yl}-N-hydroxyurea FC1=CC=C(OC=2C=C(OC3C=CC(C3)N(C(=O)N)O)C=CC2)C=C1